C1(CCCC1)NC=1C2=C(N=C(N1)N(CCOC)CCOC)C(=NC(=N2)N(CCOC)CCOC)N2CCC(CC2)OC N4-cyclopentyl-N2,N2,N6,N6-tetrakis(2-methoxyethyl)-8-(4-methoxypiperidin-1-yl)pyrimido[5,4-d]pyrimidine-2,4,6-triamine